Cl.Cl.NC1=CC2=C(N(C(=N2)C)C)C=C1 5-amino-1,2-dimethylbenzimidazole dihydrochloride